BrI bromoiodane